ethyl Acetoacetate C(CC(=O)C)(=O)OCC